ClC1=CC=C(C(=N1)C(=O)NS(=O)(=O)C)N[C@H](C)C=1C=C(C=C2C(N(C(=NC12)[C@H]1CN(CCC1)C=1C=NC=CC1)C)=O)C |o1:27| 6-chloro-3-(((R)-1-(3,6-dimethyl-4-oxo-2-((R*)-1-(pyridin-3-yl)piperidin-3-yl)-3,4-dihydroquinazolin-8-yl)ethyl)amino)-N-(methylsulfonyl)picolinamide